OC1=C(C(=CC(=C1C(=O)N(C)OC)CCCCC)O)C1CCCC(=C1)C 2,6-dihydroxy-N-methoxy-N,5'-dimethyl-4-pentyl-1',2',3',4'-tetrahydro-[1,1'-biphenyl]-3-carboxamide